ClC=1C=C2C(=C3C1NC(NC31CCCCC1)=O)OC(=N2)CN(C)CCN(C)C 5-chloro-2-({[2-(dimethylamino)ethyl](methyl)amino}methyl)-7,8-dihydro-6H-spiro[[1,3]oxazolo[5,4-f]quinazoline-9,1'-cyclohexan]-7-one